ONC(CCCCCN1C(N\C(\C1=O)=C/C1=C(C=C(C=C1)Br)OC)=O)=O (Z)-N-hydroxy-6-(4-(4-bromo-2-methoxybenzylidene)-2,5-dioxoimidazolidin-1-yl)hexanamide